NCCOCCOCCOCCOCCOCCOCCOCCOCCOC1=CC=C(C(=O)NC2C(C(C2(C)C)OC2=CC(=C(C=C2)C#N)Cl)(C)C)C=C1 4-[2-[2-[2-[2-[2-[2-[2-[2-(2-aminoethoxy)ethoxy]-ethoxy]ethoxy]ethoxy]ethoxy]ethoxy]ethoxy]ethoxy]-N-[3-(3-chloro-4-cyano-phenoxy)-2,2,4,4-tetramethyl-cyclobutyl]benzamide